FC(C1CN(CCO1)C(=O)[O-])(F)F 2-(trifluoromethyl)morpholine-4-carboxylate